N2-Isobutyryl-O6-(diphenylcarbamoyl)-3'-O-azidomethyl-2'-deoxyguanosine C(C(C)C)(=O)NC=1N=C(C=2N=CN([C@H]3C[C@H](OCN=[N+]=[N-])[C@@H](CO)O3)C2N1)OC(N(C1=CC=CC=C1)C1=CC=CC=C1)=O